The molecule is a pterin phosphate that is the 3-triphosphate of 7,8-dihydromonapterin. It is a dihydropterin, a pterin phosphate and a member of neopterins. It derives from a D-monapterin. It is a conjugate acid of a 7,8-dihydromonapterin 3-triphosphate(4-). C1C(=NC2=C(N1)N=C(NC2=O)N)[C@@H]([C@H](COP(=O)(O)OP(=O)(O)OP(=O)(O)O)O)O